3,6-Di-tert-butyl-9H-carbazole C(C)(C)(C)C=1C=CC=2NC3=CC=C(C=C3C2C1)C(C)(C)C